ClC=1C=C(C=CC1C=1C=NC=C(C1)C1=C2C(=NC=C1)OC(CC2)(C)C)C(=O)N2CCC(CC2)O (3-chloro-4-(5-(2,2-dimethyl-3,4-dihydro-2H-pyrano[2,3-b]pyridin-5-yl)pyridin-3-yl)phenyl)(4-hydroxypiperidin-1-yl)methanone